isocyanate compound with carbon dioxide [C+](=O)=O.[N-]=C=O